C(C)(C)(C)C1=C(C(O)=CC(=C1)C(C)(C)C)O 3,5-di-t-butylcatechol